(R)-benzyl 2-(((benzyloxy)carbonyl)amino)-3-(7-(pentan-3-yl)benzo[d]thiazole-2-carboxamido)propanoate C(C1=CC=CC=C1)OC(=O)N[C@@H](C(=O)OCC1=CC=CC=C1)CNC(=O)C=1SC2=C(N1)C=CC=C2C(CC)CC